N1C=NC=2C(=NC=CC21)OC[C@@H]2N(CCC2)C2=C(C=C1C(C(=CN(C1=C2)C2=CC=C(C=C2)O)C(=O)O)=O)F (R)-7-(2-(((1H-imidazo[4,5-c]pyridin-4-yl)oxy)methyl)pyrrolidin-1-yl)-6-fluoro-1-(4-hydroxy-phenyl)-4-oxo-1,4-dihydro-quinoline-3-carboxylic acid